tert-butyl (S)-1-(1-(1-(5-(trifluoromethyl)pyrimidin-2-yl)piperidin-4-yl)-2-oxopyrrolidin-3-yloxy)propan-2-ylcarbamate FC(C=1C=NC(=NC1)N1CCC(CC1)N1C(C(CC1)OC[C@H](C)NC(OC(C)(C)C)=O)=O)(F)F